CO[C@H](C(C)(C)C=1C(=C(C=CC1)C1=C(C=C(C=C1C)C)C)OC)[C@@H](C(C)(C)C=1C(=C(C=CC1)C1=C(C=C(C=C1C)C)C)OC)OC1=CC=CC=C1 3',3'''-((3R,4R)-3-methoxy-2,5-dimethyl-4-phenoxyhexane-2,5-diyl)bis(2'-methoxy-2,4,6-trimethyl-1,1'-biphenyl)